trans-tert-butyl ((1r,4r)-4-acetamidocyclohexyl)carbamate C(C)(=O)N[C@@H]1CC[C@H](CC1)NC(OC(C)(C)C)=O